(R)-β-amino-4-(3-thienyl)-butyric acid N[C@@H](CC(=O)O)CC1=CSC=C1